3-(isoxazol-5-yl)benzaldehyde O1N=CC=C1C=1C=C(C=O)C=CC1